(S)-2-(cyanomethyl)-4-(7-(8-methylnaphthalen-1-yl)-2-(((S)-1-methylpyrrolidin-2-yl)methoxy)-5,6,7,8-tetrahydropyrido[3,4-d]Pyrimidin-4-yl)piperazine-1-carboxylic acid benzyl ester C(C1=CC=CC=C1)OC(=O)N1[C@H](CN(CC1)C=1C2=C(N=C(N1)OC[C@H]1N(CCC1)C)CN(CC2)C2=CC=CC1=CC=CC(=C21)C)CC#N